ClC1=C(OCC(=O)OC(C)CCCCCC)C=CC(=C1)Cl 2,4-dichlorophenoxyacetic acid, 2-octyl ester